C(C1=CC=CC=C1)OCC(C(=O)OC(C)(C)C)(CCCC(CO[Si](C)(C)C(C)(C)C)(C)C)C1=C(C(=CC=C1)Br)F tert-butyl 2-((benzyloxy)methyl)-2-(3-bromo-2-fluorophenyl)-7-((tert-butyldimethylsilyl)oxy)-6,6-dimethylheptanoate